(4-propiolamidobenzoyl)glycine C(C#C)(=O)NC1=CC=C(C(=O)NCC(=O)O)C=C1